CC(C)(C)P(C1=CC=C(C=C1)N(C)C)C(C)(C)C 4-(Di-tert-butylphosphino)-N,N-dimethylaniline